tert-Butyl (1-(cyclopropanecarbonyl)piperidin-4-yl)carbamate C1(CC1)C(=O)N1CCC(CC1)NC(OC(C)(C)C)=O